tetran-propylorthosilicate C(CC)O[Si](OCCC)(OCCC)OCCC